ClC1=CC(=C(C=C1)[C@H](C(F)(F)F)O)N1N=C(C=C1)C(F)(F)F (R)-1-(4-chloro-2-(3-(trifluoromethyl)-1H-pyrazol-1-yl)phenyl)-2,2,2-trifluoroethanol